N-[6-(5-chloro-1,3-benzoxazol-2-yl)spiro[3.3]heptan-2-yl]-5-cyclopropylsulfinyl-furan-2-carboxamide ClC=1C=CC2=C(N=C(O2)C2CC3(CC(C3)NC(=O)C=3OC(=CC3)S(=O)C3CC3)C2)C1